(6R,8aS)-6-[8-Amino-1-(2-ethoxy-6-fluoro-4-{1-hydroxy-1-[3-(trifluoromethyl)phenyl]ethyl}phenyl)-imidazo[1,5-a]pyrazin-3-yl]hexahydroindolizin-3(2H)-on NC=1C=2N(C=CN1)C(=NC2C2=C(C=C(C=C2F)C(C)(C2=CC(=CC=C2)C(F)(F)F)O)OCC)[C@H]2CN1C(CC[C@@H]1CC2)=O